C(C)OC(C(C1=CC=C(C=C1)[N+](=O)[O-])(F)F)=O difluoro-(4-nitro-phenyl)-acetic acid ethyl ester